N-(1',2'-dihydrospiro[cyclopropan-1,3'-pyrrolo[3,2-c]pyridin]-6'-yl)acetamide N1CC2(C=3C=NC(=CC31)NC(C)=O)CC2